2-((1-Benzylpiperidin-4-yl)methyl)-4-chloropyridazin-3(2H)-one C(C1=CC=CC=C1)N1CCC(CC1)CN1N=CC=C(C1=O)Cl